CC1=CC=C(C=C1)S(=O)(=O)OCC1N(CC1)C(=O)OC(C)(C)C tert-butyl 2-[(4-methylphenyl)sulfonyloxymethyl]azetidine-1-carboxylate